FC(CNCC1=CC=C(C=C1)C1=CC(=CC=C1)S(=O)(=O)N1CCC2(C[C@H](CO2)NCC(C)O)CC1)(F)F 3-((R)-8-(4'-((2,2,2-trifluoroethylamino)methyl)biphenyl-3-ylsulfonyl)-1-oxa-8-azaspiro[4.5]decan-3-ylamino)propan-2-ol